[Zn].O=C[C@H](O)[C@@H](O)[C@H](O)[C@H](O)CO dextrose zinc